C(C)(C)(C)C1CCC(=CC1)C1=CC=C(C=C1)C1=C(C=CC=C1)F 4''-(tert-butyl)-2-fluoro-2'',3'',4'',5''-tetrahydro-[1,1':4',1''-terphenyl]